3-[(3-{1H-pyrrolo[2,3-b]pyridin-3-yl}piperidin-1-yl)methyl]phenol N1C=C(C=2C1=NC=CC2)C2CN(CCC2)CC=2C=C(C=CC2)O